4-oxo-5-(5-phenylpyridin-3-yl)-4,5-dihydro-3H-1-thia-3,5,8-triazaAcenaphthene-2-carboxylic acid O=C1NC2C(SC=3N=CC=C(N1C=1C=NC=C(C1)C1=CC=CC=C1)C32)C(=O)O